C(C)O[Si](CCCNC1=NC(=NC(=N1)NN)NN)(OCC)OCC 6-(3-triethoxysilylpropyl)amino-2,4-dihydrazino-1,3,5-triazine